[3-(2-Phenylethoxy)phenyl]boronic acid C1(=CC=CC=C1)CCOC=1C=C(C=CC1)B(O)O